2-ethylsulfonylethyl acrylate C(C=C)(=O)OCCS(=O)(=O)CC